5-ethyl-2-isopropenyl-oxazoline C(C)C1CN=C(O1)C(=C)C